N-[(2-amino-3-chloro-5-fluoroquinolin-7-yl)methyl]-N-(2-methanesulfonylpyridin-3-yl)-2-(trifluoromethyl)pyrimidine-5-carboxamide NC1=NC2=CC(=CC(=C2C=C1Cl)F)CN(C(=O)C=1C=NC(=NC1)C(F)(F)F)C=1C(=NC=CC1)S(=O)(=O)C